C(C1=CC=CC=C1)N1C[C@@H](N(C[C@H]1CC)C=1C=2N(N=C(C1)OCC1=CC=CC=C1)C=C(N2)C(=O)O)CC 8-((2S,5R)-4-benzyl-2,5-diethylpiperazin-1-yl)-6-(benzyloxy)imidazo[1,2-b]pyridazine-2-carboxylic acid